6-chloro-3-(1H-imidazol-1-yl)-5-methoxy-2-(5-(trifluoromethyl)-1H-1,2,4-triazol-3-yl)-1H-pyrrolo[3,2-b]pyridine ClC=1C=C2C(=NC1OC)C(=C(N2)C2=NNC(=N2)C(F)(F)F)N2C=NC=C2